ClC1=CC(=NC(=C1)OC)C(C)(F)F 4-Chloro-2-(1,1-difluoroethyl)-6-methoxypyridine